carboxy-γ-butyrolactone C(=O)(O)C1C(=O)OCC1